2-(5-bromo-2-methylphenyl)acetonitrile BrC=1C=CC(=C(C1)CC#N)C